tert-butyl (2R,3S)-3-(1H-imidazol-1-yl)-2-methylazetidine-1-carboxylate N1(C=NC=C1)[C@@H]1[C@H](N(C1)C(=O)OC(C)(C)C)C